N1(C=NC=C1)CCCOC(=O)N1CCCC2=NC(=CC=C12)C(C)NC(C1=CC=C(C=C1)F)=O 3-(1H-Imidazol-1-yl)propyl-6-(1-(4-fluorobenzamido)ethyl)-3,4-dihydro-1,5-naphthyridin-1(2H)-carboxylat